C(C)(C)(C)OC(=O)N1CC=C(CC1)C1=NC(=CC=C1)Cl 6-chloro-5',6'-dihydro-[2,4'-bipyridine]-1'(2'H)-carboxylic acid tert-butyl ester